N-(2-(4-((5-(diethylamino)naphthalen-1-yl)sulfonyl)piperazin-1-yl)-2-oxoethyl)acrylamide C(C)N(C1=C2C=CC=C(C2=CC=C1)S(=O)(=O)N1CCN(CC1)C(CNC(C=C)=O)=O)CC